C(C)(C)(C)OC(CC(=C)C=1C=CC=C2C(=C(NC12)C(=O)OCC)C1=CC(=C(C=C1)CS(=O)(=O)C)F)=O Ethyl 7-(4-(tert-butoxy)-4-oxobut-1-en-2-yl)-3-(3-fluoro-4-((methylsulfonyl)methyl)phenyl)-1H-indole-2-carboxylate